2-[1-[7-[[2-[(cyclobutylmethylamino)methyl]-1H-indol-6-yl]methyl]-8-oxo-2,7-naphthyridin-4-yl]-4-piperidyl]acetic acid C1(CCC1)CNCC=1NC2=CC(=CC=C2C1)CN1C=CC=2C(=CN=CC2C1=O)N1CCC(CC1)CC(=O)O